C[C@@H](CC(=O)OCC)CCCOC1=C(C=CC=C1)CN1C(=NC=C1C)C1=CC=C(C=C1)SC ethyl (R)-3-methyl-6-(2-((5-methyl-2-(4-(methylthio)phenyl)-1H-imidazol-1-yl)methyl)phenoxy)hexanoate